O[C@H](C)C1=NC=2C(=C3C(=NC2)NN=C3)N1[C@@H]1CN(CC1)CCCC#N 4-((S)-3-(2-((R)-1-hydroxyethyl)imidazo[4,5-d]Pyrazolo[3,4-b]Pyridin-1(6H)-yl)pyrrolidin-1-yl)butanenitrile